C(C)(C)(C)OC(N(C)C1CCC(CC1)CN)=O ((1s,4s)-4-(aminomethyl)cyclohexyl)(methyl)carbamic acid tert-butyl ester